OC1(CCN(CC1)C1=NC=CC(=N1)NC=1N=CC2=C(C=CC(=C2C1)C1CN(C1)C(C=C)=O)N1[C@@H]([C@H](C1)CS(=O)(=O)C)C)C 1-(3-(3-((2-(4-hydroxy-4-methylpiperidin-1-yl)pyrimidin-4-yl)amino)-8-((2R,3S)-2-methyl-3-((methylsulfonyl)methyl)azetidin-1-yl)isoquinolin-5-yl)azetidin-1-yl)prop-2-en-1-one